FC1(CCOCC1)CNC1=C(C=C(C=C1)S(=O)(=O)NC(=O)C1=NC=CC=C1)[N+](=O)[O-] N-((4-(((4-fluorotetrahydro-2H-pyran-4-yl)methyl)amino)-3-nitrophenyl)sulfonyl)pyridine-2-carboxamide